3-bromo-5-(3-chloro-5-fluorophenoxy)-1-(2-fluoroethyl)-1H-1,2,4-triazole BrC1=NN(C(=N1)OC1=CC(=CC(=C1)F)Cl)CCF